1,8-naphthyridine N1=CC=CC2=CC=CN=C12